ICCCC1=CC=CC=C1 3-iodopropylbenzene